tert-butyl (7-((3aS,4S,6R,6aR)-6-(((tert-butyldimethylsilyl)oxy)methyl)-2,2-dimethyltetrahydrofuro[3,4-d][1,3]dioxol-4-yl)pyrrolo[2,1-f][1,2,4]triazin-4-yl)carbamate [Si](C)(C)(C(C)(C)C)OC[C@H]1O[C@H]([C@H]2[C@@H]1OC(O2)(C)C)C2=CC=C1C(=NC=NN12)NC(OC(C)(C)C)=O